C(C)(C)(C)OC(=O)N1CCN(CC1)C1=CC=C(C(=O)O)C=C1 4-(4-(t-butoxycarbonyl)piperazin-1-yl)benzoic acid